BrCC1=CC(=CC(=C1)SC)F 1-(bromomethyl)-3-fluoro-5-(methylsulfanyl)benzene